ClC=1C(=NC=CC1OC1=C(C=C(C=C1)OC(F)(F)F)C)N1CCC(CC1)NC(=S)NC=1C=NC=CC1 1-(1-(3-Chloro-4-(2-methyl-4-(trifluoromethoxy)phenoxy)pyridin-2-yl)piperidin-4-yl)-3-(pyridin-3-yl)thiourea